1-N-docosyl-2-piperidone C(CCCCCCCCCCCCCCCCCCCCC)N1C(CCCC1)=O